[benzhydryl(methyl)amino] (2S)-2-[(3-acetoxy-4-methoxy-pyridine-2-carbonyl)amino]propanoate C(C)(=O)OC=1C(=NC=CC1OC)C(=O)N[C@H](C(=O)ON(C)C(C1=CC=CC=C1)C1=CC=CC=C1)C